tert-butyl 2-(4-chloro-2-methyl-6-(4,4,5,5-tetramethyl-1,3,2-dioxaborolan-2-yl)benzyl)-6-(fluoromethyl)morpholine-4-carboxylate ClC1=CC(=C(CC2CN(CC(O2)CF)C(=O)OC(C)(C)C)C(=C1)B1OC(C(O1)(C)C)(C)C)C